ClC1=CC=C(OC2=CC=C(C=C2)N2C(N(C(NC2=O)=O)C)=O)C=C1 1-[4-(4-chlorophenoxy)phenyl]-3-methyl-1,3,5-triazinane-2,4,6-trione